hexahydrophthalate compound with zinc stearate C(CCCCCCCCCCCCCCCCC)(=O)[O-].[Zn+2].C(C1C(C(=O)O)CCCC1)(=O)[O-]